ClC1=C(C=NC2=C(C=C(C=C12)C1=NC(=NC=C1Cl)Cl)Cl)C(C)(C)O 2-[4,8-dichloro-6-(2,5-dichloropyrimidin-4-yl)-3-quinolyl]propan-2-ol